(8S,9S,10S)-N-(2-fluorophenyl)-10-(hydroxymethyl)-9-(4-((4-methoxyphenyl)ethynyl)phenyl)-1,6-diazabicyclo[6.2.0]decane-6-carboxamide FC1=C(C=CC=C1)NC(=O)N1CCCCN2[C@@H]([C@H]([C@H]2C1)C1=CC=C(C=C1)C#CC1=CC=C(C=C1)OC)CO